2-[6-chloro-2-(3-cyano-5-methyl-pyrazol-1-yl)-3-pyridyl]-4-fluoro-pyrrolidine-1-carboxylic acid tert-butyl ester C(C)(C)(C)OC(=O)N1C(CC(C1)F)C=1C(=NC(=CC1)Cl)N1N=C(C=C1C)C#N